CC1(C(CCCC1)NC)N 1,N2-dimethyl-1,2-cyclohexanediamine